CNCCN1C(NC(C=C1)=O)=O 1-(2-(methylamino)ethyl)pyrimidine-2,4(1H,3H)-dione